2-Acetamido-N-(5-nitropyridin-2-yl)benzamide C(C)(=O)NC1=C(C(=O)NC2=NC=C(C=C2)[N+](=O)[O-])C=CC=C1